Ethyl-4-chloro-5-pyrazolecarboxylic acid C(C)C1=NNC(=C1Cl)C(=O)O